FC=1C=CC(=NC1)C=1C=NC(=C(C1O)C(=O)O)C 5-fluoro-4'-hydroxy-6'-methyl-[2,3'-bipyridine]-5'-carboxylic acid